(E)-6-m-tolylhex-2-en-1-ol C1(=CC(=CC=C1)CCC/C=C/CO)C